N1(CCNCC1)C=1C=NC(=NC1)N1C[C@@H]2CNC3=NN=C(C=C3N2CC1)C1=C(C=CC=C1)O 2-[(10S)-12-(5-piperazin-1-ylpyrimidin-2-yl)-1,5,6,8,12-pentazatricyclo[8.4.0.02,7]tetradeca-2,4,6-trien-4-yl]phenol